tert-butyl N-[6-[2-(2-amino-5-bromo-pyrimidin-4-yl)phenyl]hexyl]carbamate NC1=NC=C(C(=N1)C1=C(C=CC=C1)CCCCCCNC(OC(C)(C)C)=O)Br